FC=1C(=CC(=NC1)NC1=NC=CC(=C1)CS(=O)(=O)C)C1=C(C=C(C=C1)F)OC (-)-5-fluoro-4-(4-fluoro-2-methoxyphenyl)-N-{4-[(S-methylsulfonyl)methyl]pyridin-2-yl}pyridin-2-amine